7-Bromo-2,5-dimethyl-[1,2,4]triazolo[1,5-a]pyridin-8-amine BrC1=C(C=2N(C(=C1)C)N=C(N2)C)N